FC1=CC=C(CN2S(C3=C(C4=C2C=C(C(=C4)O)O)C=C(C(=C3)O)O)(=O)=O)C=C1 6-(4-fluorobenzyl)-2,3,8,9-tetrahydroxy-6H-dibenzo[c,e][1,2]thiazine 5,5-dioxide